1-(4-fluorophenyl-6-((4-(trifluoromethyl)phenyl)sulfonyl)-4,4a,5,6,7,8-hexahydro-1H-pyrazolo[3,4-g]isoquinolin-4a-yl)(thiophen-2-yl)-(R/S)-methanol FC1=CC=C(C=C1)N1N=CC2=C1C=C1CCN(CC1(C2)[C@@H](O)C=2SC=CC2)S(=O)(=O)C2=CC=C(C=C2)C(F)(F)F |r|